(E)-4-phenylbut-3-enyl pivalate C(C(C)(C)C)(=O)OCC\C=C\C1=CC=CC=C1